ClC=1C=C2C=C(C(NC2=CC1)=O)[C@@H](C)N[S@](=O)C(C)(C)C (R)-N-((R)-1-(6-chloro-2-oxo-1,2-dihydroquinolin-3-yl)ethyl)-2-methylpropan-2-sulfinamide